FC(C1=CC=CC(=N1)[C@@H](CO)NC(C)=O)F N-[(1S)-1-[6-(difluoromethyl)pyridin-2-yl]-2-hydroxyethyl]acetamide